FCC1(CC1)C=1N=C(C2=C(N1)OC(=C2C(=O)N)C)NC2(CC2)C (1-(fluoromethyl)cyclopropyl)-6-methyl-4-((1-methylcyclopropyl)amino)furo[2,3-d]pyrimidine-5-carboxamide